[5-(1H-pyrazol-3-yl)-2-pyridyl]boronic acid N1N=C(C=C1)C=1C=CC(=NC1)B(O)O